ClC1=CC(=C(C=C1F)[C@H](NC(=O)[C@@H]1N([C@@H]2C[C@@H]2C1)C(=O)C=1C=NC=C(C1)S(=O)(=O)C)C1CC1)F (1R,3R,5R)-N-((R)-(4-chloro-2,5-difluorophenyl)(cyclopropyl)methyl)-2-((5-(methylsulfonyl)-3-pyridinyl)carbonyl)-2-azabicyclo[3.1.0]hexane-3-carboxamide